C1(=CC=CC=C1)C1=CC=C(O1)\C=C/1\C(N(C(=C1)C1=CC=CC=C1)CC1=CC=C(C(=O)O)C=C1)=O (E)-4-((3-((5-phenylfuran-2-yl)methylene)-2-oxo-5-phenyl-2,3-dihydro-1H-pyrrol-1-yl)methyl)benzoic acid